[Si](C)(C)(C(C)(C)C)OC1CCC(CC1)C=O 4-[tert-butyl(dimethyl)silyl]oxycyclohexanecarbaldehyde